(5S)-3-[2-(1-{[[3,5-bis(difluoromethyl)-1H-pyrazol-1-yl]acetyl]piperidin-4-yl}-1,3-thiazol-4-yl)-4,5-dihydro-1,2-oxazol-5-yl]-3-chlorophenyl methanesulfonate CS(=O)(=O)OC=1CC(C=CC1)(Cl)[C@@H]1CCN(O1)C=1N=CS(C1)C1CCN(CC1)C(CN1N=C(C=C1C(F)F)C(F)F)=O